BrC1=CC(=C2CC(N(CC2=C1)C(=O)OCC)CC)F ethyl 7-bromo-3-ethyl-5-fluoro-3,4-dihydroisoquinoline-2(1H)-carboxylate